t-butyl (5-bromo-2H-indazol-2-yl)acetate BrC1=CC2=CN(N=C2C=C1)CC(=O)OC(C)(C)C